C(#N)C1=CN=C2N1C(=CC(=C2)C=2N=NN(C2C)[C@H]2C[C@H](N(CC2)C(=O)OC(C)(C)C)C2CC2)O[C@H](C)C2=NC=CC=C2 |&1:17,19| tert-Butyl (2SR,4RS)-4-[4-[3-cyano-5-[(1R)-1-(2-pyridyl)ethoxy]imidazo[1,2-a]pyridin-7-yl]-5-methyl-triazol-1-yl]-2-cyclopropyl-piperidine-1-carboxylate